C(#N)C=1C=CC=C2CCN(C12)C(=O)N1C[C@H](N(CC1)C=1C(=NC(=CC1)C1=C(C=CC=C1)OCC)C(=O)NC1CN(C1)C)CC 3-[(2R)-4-(7-cyano-2,3-dihydro-1H-indole-1-carbonyl)-2-ethylpiperazin-1-yl]-6-(2-ethoxyphenyl)-N-(1-methylazetidin-3-yl)pyridine-2-carboxamide